ClC=1C=NC(=NC1)CN1C(=NC2=C1C=C(C=C2F)F)N2C[C@H]([C@@H](CC2)F)N (3R,4R)-1-(1-((5-chloro-2-pyrimidinyl)methyl)-4,6-difluoro-1H-benzimidazol-2-yl)-4-fluoro-3-piperidinamine